C(C)N1C(=NC=2C1=NC(=CC2)C=2C=CN1N=C(N=CC12)N[C@@H]1CC[C@@H](CC1)NC)C cis-N1-(5-(3-ethyl-2-methyl-3H-imidazo[4,5-b]pyridin-5-yl)pyrrolo[2,1-f][1,2,4]triazin-2-yl)-N4-methylcyclohexane-1,4-diamine